(R)-N-((3S,5S,6R)-6-methyl-2-oxo-5-phenyl-1-(2,2,2-trifluoroethyl)piperidin-3-yl)-2'-oxo-1',2',6,7-tetrahydro-4H-spiro[benzofuran-5,3'-pyrrolo[2,3-b]pyridine]-2-carboxamide C[C@@H]1[C@@H](C[C@@H](C(N1CC(F)(F)F)=O)NC(=O)C=1OC2=C(C1)C[C@]1(C(NC3=NC=CC=C31)=O)CC2)C2=CC=CC=C2